C(C)(=O)OC(C(=O)NC1=C(C=C(C(=C1)C)B1OC(C(O1)(C)C)(C)C)F)C1=CC(=CC(=C1)F)F 1-(3,5-difluorophenyl)-2-((2-fluoro-5-methyl-4-(4,4,5,5-tetramethyl-1,3,2-dioxaborolan-2-yl)phenyl)amino)-2-oxoethyl acetate